2-(6-(benzo[4,5]imidazo[1,2-a]pyrimidin-2-yl)2,6-diazaspiro[3.3]heptane-2-yl)-N-(bicyclo[2.2.1]hept-5-en-2-ylmethyl)acetamide N=1C=2N(C=CC1N1CC3(CN(C3)CC(=O)NCC3C4C=CC(C3)C4)C1)C1=C(N2)C=CC=C1